Methyl 3-(2,4-difluorophenyl)-3-hydroxy-4-(1H-1,2,4-triazol-1-yl)butanoate FC1=C(C=CC(=C1)F)C(CC(=O)OC)(CN1N=CN=C1)O